NC1=NC=C(C(=C1C1=CC=C(C=C1)O)CC)C1=CC=NC=C1 4-[2-amino-4-ethyl-5-(4-pyridyl)-3-pyridyl]phenol